2-(tert-Butoxycarbonyl)-5-(methylsulfonyl)isoindoline-1-carboxylic Acid C(C)(C)(C)OC(=O)N1C(C2=CC=C(C=C2C1)S(=O)(=O)C)C(=O)O